5-(4-fluorophenyl)-3-(trifluoromethyl)-1H-pyrazole-4-carbonitrile FC1=CC=C(C=C1)C1=C(C(=NN1)C(F)(F)F)C#N